C(=C)=C1C2C(OC(C2C=C2C1=C2)=O)=O 6-vinylidenecyclopropa[f]isobenzofuran-1,3(3aH)-dione